COC=1C=C(C=C(C1)OC)NC1=NC=C(C(=N1)NC1=CC2=C(C=C1)OCCO2)F N2-(3,5-dimethoxyphenyl)-N4-(3,4-ethylenedioxyphenyl)-5-fluoro-2,4-pyrimidinediamine